COC1=CC=CC(=N1)CN1C(=NC2=NC=C(C=C21)N2C=CC=1N=CN=C(C12)OC)C 1-((6-methoxypyridin-2-yl)methyl)-6-(4-methoxy-5H-pyrrolo[3,2-d]pyrimidin-5-yl)-2-methyl-1H-imidazo[4,5-b]pyridine